CN(C)\C=N\NC(=O)[C@@H]1C[C@@H](N(CC1)C(=O)OC(C)(C)C)CC |r| (rac)-tert-butyl cis-4-{N'-[(E)-(dimethylamino)methylidene] hydrazinecarbonyl}-2-ethylpiperidine-1-carboxylate